COCCCCOC=1C=C(C=CC1)CCCN 3-(3-(4-methoxybutoxy)phenyl)propan-1-amine